1-[5-(4-methanesulfonyl-benzylcarbamoyl)-2-methyl-6-oxo-1-(3-trifluoromethyl-phenyl)-1,6-dihydro-pyridine-3-carbonyl]-hydrazinecarboxylic acid ethyl ester C(C)OC(=O)N(N)C(=O)C1=C(N(C(C(=C1)C(NCC1=CC=C(C=C1)S(=O)(=O)C)=O)=O)C1=CC(=CC=C1)C(F)(F)F)C